(2-(4-fluorophenoxy)thiazol-5-yl)methylamine hydrochloride Cl.FC1=CC=C(OC=2SC(=CN2)CN)C=C1